2-((trans-4-((3-(1-Isopropyl-1H-pyrazol-4-yl)phenyl)((trans-4-(4-methoxy-3-methylphenyl)cyclohexyl) methyl)carbamoyl) cyclohexyl)amino)-2-oxoethyl acetate C(C)(=O)OCC(=O)N[C@@H]1CC[C@H](CC1)C(N(C[C@@H]1CC[C@H](CC1)C1=CC(=C(C=C1)OC)C)C1=CC(=CC=C1)C=1C=NN(C1)C(C)C)=O